4-morpholino-N-((3R,4R)-4-(4-(trifluoromethyl)benzyloxy)pyrrolidin-3-yl)pyrimidin-2-amine O1CCN(CC1)C1=NC(=NC=C1)N[C@@H]1CNC[C@H]1OCC1=CC=C(C=C1)C(F)(F)F